BrC1=CC(=CS1)CC=O 2-(5-bromo-3-thienyl)acetaldehyde